C1=CN=C(NC1=O)N hydroxy-(2-amino)pyrimidine